C(C)(C)C1=C(C=C(C(=C1)Cl)C)O 2-isopropyl-4-chloro-5-methylphenol